N-((2,5-diphenyl-4,5-dihydrooxazol-5-yl)methyl)-N,4-dimethyl-benzenesulfonamide C1(=CC=CC=C1)C=1OC(CN1)(C1=CC=CC=C1)CN(S(=O)(=O)C1=CC=C(C=C1)C)C